(S)-2-(1-((7-methoxy-4-(1-methyl-3-phenyl-1H-pyrazol-4-yl)pyrido[3,2-d]pyrimidin-6-yl)oxy)ethyl)-5-methyl-1,3,4-oxadiazole COC1=CC=2N=CN=C(C2N=C1O[C@@H](C)C=1OC(=NN1)C)C=1C(=NN(C1)C)C1=CC=CC=C1